NC(=O)NC(OCC(CC1=CC(=CC=C1)Cl)N)=O 2-amino-3-(3-chlorophenyl)propyl (aminocarbonyl)carbamate